C(C)(=O)OC1(CC1)C(NC1=CC=C(C=C1)C=1OC2=C(N1)C=CC=C2F)=O [1-[[4-(7-fluoro-1,3-benzoxazol-2-yl)phenyl]carbamoyl]cyclopropyl] acetate